BrC1=CC=C(C=C1)SP1(OC2C(S1)(CCC(C2)C(C)C)C)=O 2-((4-bromophenyl)thio)-6-isopropyl-3a-methylhexahydrobenzo[d][1,3,2]oxathiaphosphole 2-oxide